Cl.C(C1=CC=CC=C1)S(=O)(=O)N1C=CC=2C1=NC=C(N2)N 5-toluenesulfonyl-5H-pyrrolo[2,3-b]pyrazine-2-amine hydrochloride